(2S,4R)-N-((S)-(5-(3,3-difluorocyclobutyl)-6-fluoropyridin-2-yl)(phenyl)methyl)-1-(2-(3-ethyl-5-methyl-2,4-dioxo-3,4-dihydropyrimidin-1(2H)-yl)acetyl)-4-fluoropyrrolidine-2-carboxamide FC1(CC(C1)C=1C=CC(=NC1F)[C@@H](NC(=O)[C@H]1N(C[C@@H](C1)F)C(CN1C(N(C(C(=C1)C)=O)CC)=O)=O)C1=CC=CC=C1)F